(3R,4R)-4-((7-(2,4-difluorophenyl)-5-fluoropyrrolo[2,1-f][1,2,4]triazin-2-yl)amino)-1-(methylsulfonyl)piperidin-3-ol FC1=C(C=CC(=C1)F)C1=CC(=C2C=NC(=NN21)N[C@H]2[C@@H](CN(CC2)S(=O)(=O)C)O)F